COC=1C=C(CN(C=2SC=C(N2)COCCN2CCN(CC2)C)CC2=CC(=CC=C2)OC)C=CC1 N,N-bis(3-methoxybenzyl)-4-((2-(4-methylpiperazin-1-yl)ethoxy)methyl)thiazol-2-amine